OC(C(=O)O)C(C(=O)O)O (+)-2,3-dihydroxybutanedioic acid